(S)-4-(2-(4-(5-chloro-2-(4-(trifluoromethyl)-1H-1,2,3-triazol-1-yl)phenyl)-5-methoxy-2-oxopyridin-1(2H)-yl)-3-phenylpropionamido)-2-fluorobenzoic acid ClC=1C=CC(=C(C1)C1=CC(N(C=C1OC)[C@H](C(=O)NC1=CC(=C(C(=O)O)C=C1)F)CC1=CC=CC=C1)=O)N1N=NC(=C1)C(F)(F)F